6-(2-(cyclobutylmethyl)-7H-pyrrolo[2,3-d]pyrimidin-5-yl)quinoline C1(CCC1)CC=1N=CC2=C(N1)NC=C2C=2C=C1C=CC=NC1=CC2